5-(6-isopropyl-5-(8-methyl-[1,2,4]triazolo[1,5-a]pyridin-6-yl)-4H-thieno[3,2-b]pyrrol-2-yl)-3-(piperidin-4-yl)-1,2,4-oxadiazole C(C)(C)C=1C2=C(NC1C=1C=C(C=3N(C1)N=CN3)C)C=C(S2)C2=NC(=NO2)C2CCNCC2